dihexyl-ethyl-benzene C(CCCCC)C=1C(=C(C=CC1)CC)CCCCCC